C(C1=CC=CC=C1)SC1=C(C(=CC=C1)Br)CC 1-(benzylsulfanyl)-3-bromo-2-ethylbenzene